neoheptanoic acid C(CCC(C)(C)C)(=O)O